4-[4-(trifluoromethyl)phenyl]-but-3-en-2-one FC(C1=CC=C(C=C1)C=CC(C)=O)(F)F